CO[C@H]1C[C@@H]2CN[C@H]1[C@@H]2NC([O-])=O (1S,4R,6S,7R)-6-methoxy-2-azabicyclo[2.2.1]heptan-7-ylcarbamate